methyl (3S,6R)-6-methyl-1-(2-(4-(pyridin-3-yl)phenyl)acetyl)piperidine-3-carboxylate C[C@@H]1CC[C@@H](CN1C(CC1=CC=C(C=C1)C=1C=NC=CC1)=O)C(=O)OC